4-methyl-5-[(2S)-3-hydroxy-2-methyl-propyl]-2-tetrahydropyran-2-yl-pyridazin-3-one CC=1C(N(N=CC1C[C@@H](CO)C)C1OCCCC1)=O